ClC1=CC=C(C=C1)C(N1CCN(CC1)CC=1C=C(C=CC1C(F)(F)F)N1CCN(CCC1)C)C1=CC=C(C=C1)Cl 1-(3-((4-(bis(4-chlorophenyl)methyl)piperazin-1-yl)methyl)-4-(trifluoromethyl)phenyl)-4-methyl-1,4-diazepane